(E)-4-(4-(6-(5-((2,4-difluorophenyl)sulfonamido)-6-methoxy-pyridin-3-yl)quinazolin-4-yl)piperazin-1-yl)-N-methyl-4-oxobut-2-enamide FC1=C(C=CC(=C1)F)S(=O)(=O)NC=1C=C(C=NC1OC)C=1C=C2C(=NC=NC2=CC1)N1CCN(CC1)C(/C=C/C(=O)NC)=O